FC1(OC2=C(O1)C=CC(=C2)B(O)O)F 2,2-difluoro-1,3-benzodioxol-5-yl-boronic acid